NC1=NC=2C=CC(=CC2C2=C1COC2)C(=O)N2[C@@H](COCC2)C2=CC(=C(C=C2)F)OC(F)(F)F (4-amino-1,3-dihydrofuro[3,4-c]quinolin-8-yl)((3R)-3-(4-fluoro-3-(trifluoromethoxy)phenyl)-4-morpholinyl)methanone